1-(5-chloro-3-methyl-pyridin-2-yl)-4-(3,4-difluorobenzyl)-3-(oxetan-3-yl)piperazine-2,5-dione ClC=1C=C(C(=NC1)N1C(C(N(C(C1)=O)CC1=CC(=C(C=C1)F)F)C1COC1)=O)C